4-(((6-(5,6-dihydroimidazo[1,2-a]pyrazin-7(8H)-yl)pyridazin-3-yl)oxy)methyl)-3-(4-fluorophenyl)-5-methylisoxazole N=1C=CN2C1CN(CC2)C2=CC=C(N=N2)OCC=2C(=NOC2C)C2=CC=C(C=C2)F